FC1=C(C(=CC=C1)F)N1N=CC(=C1)I 1-(2,6-difluorophenyl)-4-iodo-1H-pyrazole